3-(methacryloyloxy)propane C(C(=C)C)(=O)OCCC